4-(4-{3-[4-Chloro-3-(trifluoromethyl)phenyl]ureido}phenoxy)-N-methylpyridine-2-carboxamide ClC1=C(C=C(C=C1)NC(NC1=CC=C(OC2=CC(=NC=C2)C(=O)NC)C=C1)=O)C(F)(F)F